FC(C=1C=CC(=NC1)C1=CC=C(C=C1)C(CCC)N1C=NC=C1C(=O)OC)(F)F methyl 1-(1-(4-(5-(trifluoromethyl) pyridin-2-yl) phenyl) butyl)-1H-imidazole-5-carboxylate